4-(5-Methylthiazol-2-yl)-2-morpholinyl-benzo[d]oxazole-6-carboxylic acid methyl ester COC(=O)C1=CC2=C(N=C(O2)N2CCOCC2)C(=C1)C=1SC(=CN1)C